6-Chloro-N-(3-methylpyridin-4-yl)pyridine-2-carboxamide ClC1=CC=CC(=N1)C(=O)NC1=C(C=NC=C1)C